C(CCCCCCCCCCC)(=O)[O-].C(CCCCCCCCCCC)(=O)[O-].C(CCCCCCCCCCC)(=O)[O-].[Y+3] yttrium trilaurate